C(CCC)C1CS(C2=C(N(C1)C1=CC=C(C=C1)F)C=C(C(=C2)O/C=C/C(=O)OC(C)(C)C)SC)(=O)=O tert-Butyl (E)-3-((3-butyl-5-(4-fluorophenyl)-7-(methylthio)-1,1-dioxido-2,3,4,5-tetrahydro-1,5-benzothiazepin-8-yl)oxy)acrylate